FC1=C(CC2=C3N(C=C(N2)C2=CC=CC=C2)C(C(=N3)CC3=CC(=CC=C3)OC)=O)C=CC=C1 8-(2-Fluorobenzyl)-2-(3-methoxybenzyl)-6-phenylimidazo[1,2-a]pyrazin-3(7H)-one